2-[[6-[5-ethyl-3-methyl-4-oxo-6-(trifluoromethyl)imidazo[4,5-c]pyridin-2-yl]-5-[(S)-ethylsulfinyl]-3-pyridyl]oxy]-2-methyl-propanenitrile C(C)N1C(C2=C(C=C1C(F)(F)F)N=C(N2C)C2=C(C=C(C=N2)OC(C#N)(C)C)[S@@](=O)CC)=O